Cl.CC1=C(C=C(C(=C1)CN1CCOCC1)C)O 2,5-dimethyl-4-(morpholinomethyl)phenol-HCl